3-((6-((1H-indazol-4-yl)methyl)-4-methyl-5-oxo-5,6-dihydro-4H-thiazolo[5',4':4,5]pyrrolo[2,3-d]pyridazin-2-yl)methyl)benzamide N1N=CC2=C(C=CC=C12)CN1N=CC2=C(C1=O)N(C1=C2SC(=N1)CC=1C=C(C(=O)N)C=CC1)C